tert-butyl ((5-((3-(1-methyl-1H-pyrazol-4-yl)phenyl)sulfonyl)thiazol-2-yl)methyl)carbamate CN1N=CC(=C1)C=1C=C(C=CC1)S(=O)(=O)C1=CN=C(S1)CNC(OC(C)(C)C)=O